exo-5-fluoro-N-[1-(1,2-oxazol-5-yl)ethyl]-1a,6b-dihydro-1H-cyclopropa[b][1]benzofuran-1-carboxamide FC=1C=CC2=C(C3C(O2)C3C(=O)NC(C)C3=CC=NO3)C1